IN1C(N(C(C1=O)(C)C)I)=O 1,3-diiodo-4,4-dimethyl-2-oxotetrahydro-1H-imidazol-5-one